N-{4-[(dimethylamino)methyl]benzenesulfonyl}-2-[4-(2H-indazol-2-yl)-2,6-bis(propan-2-yl)phenyl]acetamide CN(C)CC1=CC=C(C=C1)S(=O)(=O)NC(CC1=C(C=C(C=C1C(C)C)N1N=C2C=CC=CC2=C1)C(C)C)=O